3,3'-((propane-1,3-diylbis(oxy))bis(6-methoxy-1,3-dioxo-1,3-dihydro-2H-benzo[4,5]thieno[2,3-c]pyrrole-7,2-diyl))dipropionic acid C(CCOC=1C(=CC2=C(C3=C(C(N(C3=O)CCC(=O)O)=O)S2)C1)OC)OC=1C(=CC2=C(C3=C(C(N(C3=O)CCC(=O)O)=O)S2)C1)OC